ClC=1C=C(C=CC1F)C1=C(C=CC(=N1)C(CNC(C1=CC(=C(C=C1)OCCF)OC)=O)=O)OC N-(2-(6-(3-chloro-4-fluorophenyl)-5-methoxypyridin-2-yl)-2-oxoethyl)-4-(2-fluoroethoxy)-3-methoxybenzamide